[N+](=O)([O-])[O-].[Ca+2].[Li+].[N+](=O)([O-])[O-].[N+](=O)([O-])[O-] lithium calcium nitrate